lauryl ether sulfate triethanolamine salt N(CCO)(CCO)CCO.S(=O)(=O)(O)O.C(CCCCCCCCCCC)OCCCCCCCCCCCC